C[Si](CCOCN1C=CC=2C1=NC=C(C2)C2=CC(CC2)=O)(C)C 3-(1-((2-(trimethylsilyl)ethoxy)methyl)-1H-pyrrolo[2,3-b]pyridin-5-yl)cyclopent-2-en-1-one